O,O-diethyl O-p-nitrophenyl phosphorothioate CCOP(=S)(OCC)OC1=CC=C(C=C1)[N+](=O)[O-]